C1CCC12CN(CC2)CC=2C=CC=1N(C2)C=C(N1)CN1N=NC(=C1)C1=C2C=NN(C2=CC(=C1)SC)C1OCCCC1 4-(1-((6-((6-azaspiro[3.4]octane-6-yl)methyl)imidazo[1,2-a]pyridin-2-yl)methyl)-1H-1,2,3-triazol-4-yl)-6-(methylthio)-1-(tetrahydro-2H-pyran-2-yl)-1H-indazole